(S)-6-(1-(5-(1,3-dimethyl-2-oxo-1,2-dihydropyridin-4-yl)-7-(2-(ethyl(methyl)amino)ethyl)-1-oxo-3,4-dihydroisoquinolin-2(1H)-yl)ethyl)-4-ethoxynicotinonitrile CN1C(C(=C(C=C1)C1=C2CCN(C(C2=CC(=C1)CCN(C)CC)=O)[C@@H](C)C1=NC=C(C#N)C(=C1)OCC)C)=O